1-(tert-Butyloxycarbonyl)-4-fluoropiperidine-4-carboxylic acid C(C)(C)(C)OC(=O)N1CCC(CC1)(C(=O)O)F